2,6-dimethylphenoxy(2-methylcyclopentadiene) titanium dichloride [Cl-].[Cl-].[Ti+2].CC1=C(OC2=C(C=CC2)C)C(=CC=C1)C